S1C(=NC=C1)NC(OC(C)(C)C)=O Tert-Butyl thiazol-2-ylcarbamate